FC(C=1C=C(CN2N=CC(=C2)C(=O)O)C=CC1CN1C(C2CC2C1)=O)F 1-(3-(Difluoromethyl)-4-((2-oxo-3-azabicyclo[3.1.0]hexan-3-yl)methyl)benzyl)-1H-pyrazole-4-carboxylic acid